C(#N)C=1C=C2C(=CN(C2=CC1)CC1=NC=CC=C1)/C=C(/C(=O)[O-])\C#N (E)-3-(5-cyano-1-(pyridin-2-ylmethyl)-1H-indol-3-yl)-2-cyanoacrylate